(R)-N-((1S,2R)-1-(bicyclo[4.2.0]octan-1(6),2,4-trien-3-yl)-2-fluoro-3-oxo-3-(2,4,6-trioxo-1-(tetrahydro-2H-pyran-4-yl)hexahydropyrimidin-5-yl)propyl)-2-methylpropane-2-sulfinamide C1=2C=C(C=CC2CC1)[C@@H]([C@H](C(C1C(NC(N(C1=O)C1CCOCC1)=O)=O)=O)F)N[S@](=O)C(C)(C)C